hydrogen Bromate, hydrofluoride F.Br(=O)(=O)O